(S)-1-(6-amino-5-((8-chloro-2-methylimidazo[1,2-a]pyridin-7-yl)thio)pyrazin-2-yl)-4'H,6'H-spiro[piperidine-4,5'-pyrrolo[1,2-b]pyrazol]-4'-amine NC1=C(N=CC(=N1)N1CCC2([C@@H](C=3N(N=CC3)C2)N)CC1)SC1=C(C=2N(C=C1)C=C(N2)C)Cl